CN1C=NC(C=2N=CN([C@H]3C[C@H](O)[C@@H](CO)O3)C12)=N 3-methyl-2'-deoxyadenosine